tert-Butyl (3aR,5s,6aS)-5-[(6-chloropyridazin-3-yl)amino]-3,3a,4,5,6,6a-hexahydro-1H-cyclopenta[c]pyrrole-2-carboxylate ClC1=CC=C(N=N1)NC1C[C@@H]2[C@@H](CN(C2)C(=O)OC(C)(C)C)C1